4-((2-(benzyloxy)-2-oxoethyl)(2-(benzyloxy)ethyl)amino)butyric acid C(C1=CC=CC=C1)OC(CN(CCCC(=O)O)CCOCC1=CC=CC=C1)=O